Phenyl (3-(2,4-dioxotetrahydropyrimidin-1(2H)-yl)benzofuran-5-yl)carbamate O=C1N(CCC(N1)=O)C1=COC2=C1C=C(C=C2)NC(OC2=CC=CC=C2)=O